OC1=C2N(N=CC1=O)[C@H]([C@@H]1N(C2=O)CCC1)[C@@H](C1=C(C(=CC=C1F)F)F)C1=CC=CC=C1 (9aR,10S)-4-hydroxy-10-((R)-phenyl(2,3,6-trifluorophenyl)methyl)-8,9,9a,10-tetrahydro-7H-pyrrolo[1',2':4,5]pyrazino[1,2-b]pyridazine-3,5-dione